C(C)(C)OC(=O)C=1C(=NC(=NC1)Cl)\C=C\OCCCC (E)-4-(2-butoxyvinyl)-2-chloropyrimidine-5-carboxylic acid isopropyl ester